COC=1C=C(\C=C\2/CCCN3C2=NC2=C(C3=O)C=C(O2)C2=CC=C(C=C2)F)C=C(C1)OC (E)-9-(3,5-dimethoxybenzylidene)-2-(4-fluorophenyl)-6,7,8,9-tetrahydro-4H-furo[2,3-d]pyrido[1,2-a]pyrimidin-4-one